BrC=1C(=NC2=CC=CC=C2C1C)Cl 3-bromo-2-chloro-4-methyl-quinoline